ClC=1N(N=C2C1N(C(C=C2O)=O)C)C2OCCCC2 chloro-7-hydroxy-4-methyl-2-(tetrahydro-2H-pyran-2-yl)-2,4-dihydro-5H-pyrazolo[4,3-B]pyridin-5-one